2-bromo-6-methoxybenzo[d]thiazole-4-carbonitrile BrC=1SC=2C(N1)=C(C=C(C2)OC)C#N